5-amino-N-(2-methyl-2H-indazol-5-yl)-2-(1-methylpiperidin-4-yl)thiazole-4-carboxamide NC1=C(N=C(S1)C1CCN(CC1)C)C(=O)NC1=CC2=CN(N=C2C=C1)C